octyl-propyl-trimethyl-ammonium chloride [Cl-].C(CCCCCCC)C[N+](C)(C)CCC